C(C1=CC=CC=C1)OC=1C2=C(N=C(N1)OC[C@H]1N(CCC1)C)CN(CC2)C2=CC=CC1=CC=C(C(=C21)Cl)F (S)-4-(benzyloxy)-7-(8-chloro-7-fluoronaphthalen-1-yl)-2-((1-methylpyrrolidin-2-yl)methoxy)-5,6,7,8-tetrahydropyrido[3,4-d]pyrimidine